(S)-2-(4-(5-chloro-2-(4-chloro-1H-1,2,3-triazol-1-yl)phenyl)-2,5-dioxapiperazin-1-yl)-N-(2-(difluoromethyl)-2H-indazol-5-yl)-3-phenylpropionamide ClC=1C=CC(=C(C1)N1CON(CO1)[C@H](C(=O)NC1=CC2=CN(N=C2C=C1)C(F)F)CC1=CC=CC=C1)N1N=NC(=C1)Cl